1-[2-((2R,5R)-2-Methoxymethyl-5-methyl-piperazin-1-yl)-acetyl]-3,3-dimethyl-2,3-dihydro-1H-indole-6-sulfonic acid methylamide dihydrochloride salt Cl.Cl.CNS(=O)(=O)C1=CC=C2C(CN(C2=C1)C(CN1[C@H](CN[C@@H](C1)C)COC)=O)(C)C